ethyl 2-(pyridin-2-yl)acetate N1=C(C=CC=C1)CC(=O)OCC